3-(7-((4-methyl-3-(methylsulfonyl)benzamido)methyl)-1,6-naphthyridin-2-yl)cyclohex-2-ene-1-carboxylic acid CC1=C(C=C(C(=O)NCC2=NC=C3C=CC(=NC3=C2)C2=CC(CCC2)C(=O)O)C=C1)S(=O)(=O)C